1-[3-cyano-4-(4-methoxyphenyl)thiophen-2-yl]-3-[4-(pyrrolidin-1-yl)butyl]urea C(#N)C1=C(SC=C1C1=CC=C(C=C1)OC)NC(=O)NCCCCN1CCCC1